tert-butyl 6-(3-chloro-4-(2-fluorophenyl)-7-(4-methylthiazol-5-yl)-1,5-naphthyridin-2-yl)-2,6-diazaspiro[3.4]octane-2-carboxylate ClC=1C(=NC2=CC(=CN=C2C1C1=C(C=CC=C1)F)C1=C(N=CS1)C)N1CC2(CN(C2)C(=O)OC(C)(C)C)CC1